17,19-dihydroxy-1,2-epoxyandrost-4-en-3-one OC1[C@]2(C)[C@@H](CC1)[C@@H]1CCC3=CC(C4C([C@]3(CO)[C@H]1CC2)O4)=O